C(C)(=O)NC=1C=C(C=NC1)C=1C(=CC2=C(C1)C=1N(N=C(C1CO2)C(=O)N(C)C(C)(C)C)C2=CC(=CC(=C2)Cl)Cl)OC 8-(5-Acetylaminopyridin-3-yl)-N-tert-butyl-1-(3,5-dichlorophenyl)-7-methoxy-N-methyl-1,4-dihydrobenzopyrano[4,3-c]pyrazole-3-carboxamide